N1(C=NC=C1)C=1C=C(CN(CCC2=CC=C(C=C2)NC(=O)C2=C(C=C(C(=C2)OC)OC)NC(=O)C=2C=NC3=CC=CC=C3C2)CC=2C=C3C=NN(C3=CC2)C)C=CC1 N-(2-((4-(2-((3-(1H-Imidazol-1-yl)benzyl)((1-methyl-1H-indazol-5-yl)methyl)amino)ethyl)phenyl)carbamoyl)-4,5-dimethoxyphenyl)quinoline-3-carboxamide